tert-butyl (tert-butoxycarbonyl)(6-((4-nitrophenyl)thio)hexyl)carbamate C(C)(C)(C)OC(=O)N(C(OC(C)(C)C)=O)CCCCCCSC1=CC=C(C=C1)[N+](=O)[O-]